[(1R,2S,5R)-2-isopropyl-5-methyl-cyclohexyl] 2-(ethylamino)-2-oxo-acetate C(C)NC(C(=O)O[C@H]1[C@@H](CC[C@H](C1)C)C(C)C)=O